CN1N=CC2=CC(=CC=C12)C(=O)NC1=CC2=C(NC(=N2)CN2CC(CC2)CC(=O)OC)C=C1 Methyl 2-(1-((5-(1-methyl-1H-indazole-5-carboxamido)-1H-benzo[d]imidazol-2-yl)methyl)pyrrolidin-3-yl)acetate